3,3-difluorocyclopentene-1-carboxylic acid FC1(C=C(CC1)C(=O)O)F